C(C1=CC=CC=C1)OCCN1C(C2=CC=CC=C2C2(CCNCC2)C1=O)[C@@H]1CC[C@@H](CC1)C(C)C 2-(2-(benzyloxy)ethyl)-1-(cis-4-isopropylcyclohexyl)-1,2-dihydro-3H-spiro[isoquinoline-4,4-piperidin]-3-one